C[N+]1=C(N(C2=C1C=CC=C2)C)C N,N',2-trimethylbenzimidazolium